C(C=C)C1=NNC2=CC=CC=C12 allylindazole